N-((S)-(7-((S*)-Cyclopropyl(4,4,4-trifluorobutanamido)methyl)imidazo[1,2-a]pyrimidin-2-yl)(4,4-difluorocyclohexyl)methyl)-2-(3,3,3-trifluoropropyl)-2H-1,2,3-triazole-4-carboxamide C1(CC1)[C@@H](C1=NC=2N(C=C1)C=C(N2)[C@@H](NC(=O)C2=NN(N=C2)CCC(F)(F)F)C2CCC(CC2)(F)F)NC(CCC(F)(F)F)=O |o1:3|